N-(4-methoxypyridin-2-yl)-5-methylfuran-2-carboxamide COC1=CC(=NC=C1)NC(=O)C=1OC(=CC1)C